2-(1-methyl-1H-1,2,3-triazol-4-yl)propan-2-amine-hydrochloride salt Cl.CN1N=NC(=C1)C(C)(C)N